[Cl-].C(=C)C1=CC=C(C[N+](C)(C)C)C=C1 para-vinyl-benzyl-trimethyl-ammonium chloride